1-(5-fluoro-1-methyl-6-(1-(piperidin-4-ylmethyl)piperidin-4-yl)-1H-indazol-3-yl)dihydropyrimidine-2,4(1H,3H)-dione FC=1C=C2C(=NN(C2=CC1C1CCN(CC1)CC1CCNCC1)C)N1C(NC(CC1)=O)=O